6-(2,4-dimethylphenyl)-2-(4-methoxy-5-methylpyrimidin-2-yl)-5,6,7,8-tetrahydrophthalazin-1(2H)-one CC1=C(C=CC(=C1)C)C1CC=2C=NN(C(C2CC1)=O)C1=NC=C(C(=N1)OC)C